(2-(4-((2-methyl-5-(5-phenyl-4H-1,2,4-triazol-3-yl)phenyl)sulfonyl)piperazin-1-yl)ethyl)carbamic acid tert-butyl ester C(C)(C)(C)OC(NCCN1CCN(CC1)S(=O)(=O)C1=C(C=CC(=C1)C1=NN=C(N1)C1=CC=CC=C1)C)=O